C1(CC1)N1N=CC(=C1)C1=NN2C(=NC=3C(=CC=CC3C2=N1)OC)N[C@H]1C(NCCCC1)=O (3R)-3-{[2-(1-cyclopropyl-1H-pyrazol-4-yl)-7-methoxy[1,2,4]triazolo[1,5-c]quinazolin-5-yl]amino}azepan-2-one